7-[6-(2-azaspiro[4.5]decan-8-yl)-3-pyridyl]-4,5,9,13-tetramethyl-3-thia-1,8,11,12-tetrazatricyclo[8.3.0.02,6]trideca-2(6),4,7,10,12-pentaene C1NCCC12CCC(CC2)C2=CC=C(C=N2)C=2C=1C(=C(SC1N1C(=NN=C1C(N2)C)C)C)C